N(=[N+]=[N-])[C@@H]1C[C@](C[C@@H]1F)(C(=O)O)CC1=CC(=C(C=C1)F)C1=NC=C(C=N1)F |o1:3,5,7| (1R*,3R*,4S*)-3-azido-4-fluoro-1-(4-fluoro-3-(5-fluoropyrimidin-2-yl)benzyl)cyclopentane-1-carboxylic acid